C(C)C1=CC(=CC=2N(C=NC21)CC2OCC2)C(=O)O 4-ethyl-1-(oxetan-2-ylmethyl)-1H-benzo[d]imidazole-6-carboxylic acid